(1s,4s)-4-(3-chloroanilino)-2'-{[2-(2-methylphenyl)ethoxy]methyl}spiro[cyclohexane-1,1'-indene]-4-carboxylic acid ClC=1C=C(NC2(CCC3(C(=CC4=CC=CC=C34)COCCC3=C(C=CC=C3)C)CC2)C(=O)O)C=CC1